2-(3-{[(triisopropylsilyl)oxy]methyl}pyrazol-1-yl)pyrimidine C(C)(C)[Si](OCC1=NN(C=C1)C1=NC=CC=N1)(C(C)C)C(C)C